3-(4-(4-((4-((1r,3r)-3-aminocyclobutyl)piperazin-1-yl)methyl)piperidin-1-yl)-3-methyl-2-oxo-2,3-dihydro-1H-benzo[d]imidazol-1-yl)piperidine-2,6-dione NC1CC(C1)N1CCN(CC1)CC1CCN(CC1)C1=CC=CC=2N(C(N(C21)C)=O)C2C(NC(CC2)=O)=O